N-(tert-butyl)-1,1-dimethyl-1-(2,6,6-trimethyl-1,5,6,7-tetrahydro-s-indacen-1-yl)silanamine C(C)(C)(C)N[Si](C1C(=CC2=CC=3CC(CC3C=C12)(C)C)C)(C)C